(1S,2S)-N-(6-(5-ethyl-6-fluoro-1H-indazol-4-yl)imidazo[1,2-b]pyridazin-2-yl)-2-fluorocyclopropane-1-carboxamide C(C)C=1C(=C2C=NNC2=CC1F)C=1C=CC=2N(N1)C=C(N2)NC(=O)[C@H]2[C@H](C2)F